COC1=C(C=CC=C1)OC[C@H](N)C(=O)O |r| O-(2-methoxyphenyl)-DL-serine